4-((7-((adamantan-1-yl)amino)heptyl)oxy)-2-(2,6-dioxopiperidin-3-yl)-5-fluoroisoindoline-1,3-dione C12(CC3CC(CC(C1)C3)C2)NCCCCCCCOC2=C3C(N(C(C3=CC=C2F)=O)C2C(NC(CC2)=O)=O)=O